[Br-].C(CCCCCCCCCCCCCCC)N1C(=[N+](C=C1)C)C 1-hexadecyl-2,3-dimethylimidazolium bromide